carbamylaspartic acid C(N)(=O)N[C@@H](CC(=O)O)C(=O)O